(2S,4S)-1-((7-chloro-2-(2-methyl-[1,1'-biphenyl]-3-yl)-2H-indazol-5-yl)methyl)-4-hydroxypyrrolidine-2-carboxylic acid ClC1=CC(=CC2=CN(N=C12)C=1C(=C(C=CC1)C1=CC=CC=C1)C)CN1[C@@H](C[C@@H](C1)O)C(=O)O